2-(3-cyano-1-isopropyl-indol-5-yl)pyrimidine-5-carboxylic acid C(#N)C1=CN(C2=CC=C(C=C12)C1=NC=C(C=N1)C(=O)O)C(C)C